NC1=NOC=N1 3-amino-aza-isoxazole